2-[4-(2,3-difluorophenyl)-6-oxo-3-propan-2-ylpyridazin-1-yl]-N-(cis-3-hydroxy-3-methylcyclobutyl)acetamide FC1=C(C=CC=C1F)C=1C(=NN(C(C1)=O)CC(=O)NC1CC(C1)(C)O)C(C)C